O=C1NN=C(C=C1C(=O)O)C1=NC=C(C=C1)C(F)(F)F 3-oxo-6-[5-(trifluoromethyl)pyridin-2-yl]-2,3-dihydropyridazine-4-carboxylic acid